1-(2-hydroxy-4-{[3,4,5-trihydroxy-6-(hydroxymethyl)oxan-2-yl]oxy}phenyl)-3-(4-hydroxyphenyl)propan-1-one OC1=C(C=CC(=C1)OC1OC(C(C(C1O)O)O)CO)C(CCC1=CC=C(C=C1)O)=O